3,5-dimethyl-2-[6-(1-methyl-4-oxa-1,8-diazaspiro[5.5]undecan-8-yl)pyridazin-3-yl]phenol CC=1C(=C(C=C(C1)C)O)C=1N=NC(=CC1)N1CC2(COCCN2C)CCC1